2-(4-ethoxyphenoxy)-N-phenyl-N-thiazol-2-yl-acetamide C(C)OC1=CC=C(OCC(=O)N(C=2SC=CN2)C2=CC=CC=C2)C=C1